ETHYL-METHANEsulfonic acid C(C)CS(=O)(=O)O